C(C)[C@]1(C(OCC=2C(N3CC=4C(=NC=5C=C(C(=CC5C4CNC(C[C@@H](C)O)=O)C)F)C3=CC21)=O)=O)O (R)-N-(((S)-4-ethyl-8-fluoro-4-hydroxy-9-methyl-3,14-dioxo-3,4,12,14-tetrahydro-1H-pyrano[3',4':6,7]indolizino[1,2-b]quinolin-11-yl)methyl)-3-hydroxybutyramide